SC(C(=O)OCC(COC(C(C)S)=O)(COC(C(C)S)=O)COC(C(C)S)=O)C pentaerythritol tetrakis(mercaptopropionate)